3-methoxypropanamidine COCCC(=N)N